N-(4-(chlorodifluoromethoxy)phenyl)-3-(5-(2-(methylamino)ethyl)-1,3,4-oxadiazol-2-yl)pyridin-2-amine ClC(OC1=CC=C(C=C1)NC1=NC=CC=C1C=1OC(=NN1)CCNC)(F)F